Cl.C1(=CC=CC=C1)CC(CC(=O)N)N1C(=NC2=C1C=CC=C2)C=2C=CC=C1C=CC=NC21 4-phenyl-3-(2-(quinolin-8-yl)-1H-benzo[d]imidazol-1-yl)butanamide hydrochloride